C(C)(C)(C)OC(N(CC1=CC=C(C=C1)OC)C=1SC(=C(N1)Cl)C=1C=NN(C1)C(CCOC(F)F)C1=NC=C(C=C1)Br)=O.FC1=C(C=CC(=C1)F)NC(=O)C1CC1 N-(2,4-difluorophenyl)cyclopropanecarboxamide tert-butyl-(5-(1-(1-(5-bromopyridin-2-yl)-3-(difluoromethoxy)propyl)-1H-pyrazol-4-yl)-4-chlorothiazol-2-yl)(4-methoxybenzyl)carbamate